(S)-1-(3-(4-nitrophenoxy)pyrrolidin-1-yl)ethanone [N+](=O)([O-])C1=CC=C(O[C@@H]2CN(CC2)C(C)=O)C=C1